2-(methylthio)-4-aminopyridine CSC1=NC=CC(=C1)N